C(#C)C=1C=NC(=NC1)N[C@H]1CN(CC1)C(=O)C=1C=C(CC2=NNC(C3=CC=CC=C23)=O)C=CC1F (R)-4-(3-(3-((5-ethynylpyrimidin-2-yl)amino)pyrrolidine-1-carbonyl)-4-fluorobenzyl)phthalazin-1(2H)-one